Benzyl {(1R,3R,4S)-3-methoxy-4-[methyl(2-nitrobenzene-1-sulfonyl)amino]cyclopentyl}carbamate CO[C@@H]1C[C@@H](C[C@@H]1N(S(=O)(=O)C1=C(C=CC=C1)[N+](=O)[O-])C)NC(OCC1=CC=CC=C1)=O